ON1C=CNO1 N'-hydroxyl-1,2,5-oxadiazol